C(C)(C)(C)C1C(N(CCN1C(=O)O)C(=O)O)(C(N[C@H](C(=O)OC)C)=O)C(C)(C)C di-tert-butyl-2-(((S)-1-methoxy-1-oxopropan-2-yl)carbamoyl)piperazine-1,4-dicarboxylic acid